C(C1=CC=CC=C1)(=O)NN[C@@H](C)C=1SC(=CN1)C(=O)NC1=NC=C(C(=C1)C(F)(F)F)Cl 2-((1S)-1-(2-benzoylhydrazino)ethyl)-N-(5-chloro-4-(trifluoromethyl)pyridin-2-yl)-1,3-thiazole-5-carboxamide